binaphthamide C=1(C(=CC=C2C=CC=CC12)C(=O)N)C1=CC=CC2=CC=CC=C12